N-((8-hydroxy-5-methylquinolin-7-yl)(pyridin-3-yl)methyl)hexanamide OC=1C(=CC(=C2C=CC=NC12)C)C(NC(CCCCC)=O)C=1C=NC=CC1